BrC=1C(=NN2C1C1CCC2C1)C1=CC=C(C=C1)F 3-Bromo-2-(4-fluorophenyl)-4,5,6,7-tetrahydro-4,7-methanopyrazolo[1,5-a]pyridine